2-(but-2-yn-1-yl)-7-((2S,5R)-2,5-diethyl-4-(1-(4-fluorobenzo[d]thiazol-5-yl)ethyl)piperazin-1-yl)-4-methyl-2,4-dihydro-5H-pyrazolo[4,3-b]pyridin-5-one C(C#CC)N1N=C2C(N(C(C=C2N2[C@H](CN([C@@H](C2)CC)C(C)C=2C=CC3=C(N=CS3)C2F)CC)=O)C)=C1